methyl 4-bromo-thieno[3,2-C]pyridine-7-carboxylate BrC1=NC=C(C2=C1C=CS2)C(=O)OC